1,4-dichloro-6-(4-methoxyphenyl)s-triazine ClN1CN=C(N=C1C1=CC=C(C=C1)OC)Cl